(R)-2-((tert-Butoxycarbonyl)amino)-3-(7-methyl-1H-indazol-5-yl)propionic acid C(C)(C)(C)OC(=O)N[C@@H](C(=O)O)CC=1C=C2C=NNC2=C(C1)C